C1=CC=CC=2C3=CC=CC=C3C(C12)COC(=O)NCC(=O)NCC(=O)O N-((9H-fluorene-9-ylmethoxy)carbonyl)glycylglycine